C12N(CCCCC2C1)C=1C2=C(N=C(N1)OC[C@]13CCCN3C[C@@H](C1)F)C(=C(N=C2)Cl)F 4-(2-Azabicyclo[5.1.0]octan-2-yl)-7-chloro-8-fluoro-2-(((2R,7aS)-2-fluorotetrahydro-1H-pyrrolizin-7a(5H)-yl)methoxy)pyrido[4,3-d]pyrimidine